tert-butyl 6-oxa-3-aza-bicyclo[3.1.0]hexane-3-carboxylate C12CN(CC2O1)C(=O)OC(C)(C)C